FC1=C(CN2C(C=CC3=CN=C4C(=C23)C=CC(=N4)OC)=O)C(=CC(=C1)SCC1=CC=C(C=C1)OC)F 1-(2,6-Difluoro-4-((4-methoxybenzyl)thio)benzyl)-8-methoxypyrido[2,3-H][1,6]naphthyridin-2(1H)-one